1-(1-Ethylcyclobutyl)-N-((2-(4'-fluoro-2'-(4-methyl-4H-1,2,4-triazol-3-yl)-[1,1'-biphenyl]-3-yl)-7-(trifluoromethyl)benzo[d]oxazol-5-yl)methyl)methanamine C(C)C1(CCC1)CNCC=1C=C(C2=C(N=C(O2)C=2C=C(C=CC2)C2=C(C=C(C=C2)F)C2=NN=CN2C)C1)C(F)(F)F